BrC=1N=C2C(=NC1)N(C=C2C2=CC=C(C(=O)N(C)C[C@H](C)O)C=C2)S(=O)(=O)C2=CC=C(C)C=C2 (S)-4-(2-bromo-5-tosyl-5H-pyrrolo[2,3-b]pyrazin-7-yl)-N-(2-hydroxypropyl)-N-methylbenzamide